(1S,3S)-3-((6-(5-(((4-cyclopropyl-pyrimidin-2-yl)amino)methyl)-1-methyl-1H-1,2,3-triazol-4-yl)-2-methylpyridin-3-yl)oxy)cyclohexanecarboxylic acid C1(CC1)C1=NC(=NC=C1)NCC1=C(N=NN1C)C1=CC=C(C(=N1)C)O[C@@H]1C[C@H](CCC1)C(=O)O